FC1(CCN(CC1)C(=O)C=1C=C2C(=NC1)N(C=C2)C2=CC=C(C(=O)NCCNC(C(C)(C)C)=O)C=C2)F 4-(5-(4,4-difluoropiperidine-1-carbonyl)-1H-pyrrolo[2,3-b]pyridin-1-yl)-N-(2-pivalamidoethyl)benzamide